2-(5-chlorobenzo[b]thiophen-2-yl)-N-((1r,2r)-1-(2,3-dihydrobenzo[b][1,4]dioxin-6-yl)-1-hydroxy-3-(pyrrolidin-1-yl)propan-2-yl)-2,2-difluoroacetamide ClC1=CC2=C(SC(=C2)C(C(=O)N[C@@H]([C@H](O)C2=CC3=C(OCCO3)C=C2)CN2CCCC2)(F)F)C=C1